5-methylpyrrolidin-3-yl-N-(4-methoxyphenylmethyl)methanesulfonamide CC1CC(CN1)CS(=O)(=O)NCC1=CC=C(C=C1)OC